(R)-6-(3,6-dihydro-2H-thiopyran-4-yl)-2-methyl-N-(1-(3-nitro-5-(trifluoromethyl)phenyl)ethyl)quinolin-4-amine S1CCC(=CC1)C=1C=C2C(=CC(=NC2=CC1)C)N[C@H](C)C1=CC(=CC(=C1)C(F)(F)F)[N+](=O)[O-]